N-(4b-hydroxy-7-isopropyl-10-oxo-9b,10-dihydro-4bH-benzo[d]indeno[1,2-b]furan-9b-yl)-2-(1H-indol-3-yl)-2-oxoacetamide OC12OC3=C(C1(C(C1=CC=CC=C12)=O)NC(C(=O)C1=CNC2=CC=CC=C12)=O)C=CC(=C3)C(C)C